tert-butyl-[2-(4-chloro-7H-pyrrolo[2,3-d]pyrimidin-5-yl)ethoxy]-dimethyl-silane C(C)(C)(C)[Si](C)(C)OCCC1=CNC=2N=CN=C(C21)Cl